C(C1=CC=CC=C1)N1N=C(C2=CC=CC=C12)COC(C(=O)O)(C)C 2-[(1-benzylindazol-3-yl)methoxy]-2-methylpropanoic acid